5,5,8,8-tetramethyl-6,7-dihydronaphthalen CC1(C=2C=CC=CC2C(CC1)(C)C)C